[C@@H](C)(CC)OC1=CC=C(C(=N)NO)C=C1 (R)-4-(sec-butoxy)-N-hydroxybenzamidine